C(CCCCC)C(C(=O)OCCCCCCN(CCCCCCOC(C(CCCCCCCC)CCCCCC)=O)CCOCCOCCNC(=O)OC(C)(C)C)CCCCCCCC 6-[2-[2-[2-(tert-butoxycarbonylamino)ethoxy]ethoxy]ethyl-[6-(2-hexyldecanoyloxy)hexyl]amino]hexyl 2-hexyldecanoate